(1S,3aR,6aS)-N-((R)-1-cyano-2-((S)-2-oxopiperidin-3-yl)ethyl)-2-(4,7-difluoro-6-methyl-1H-indole-2-carbonyl)-5,5-difluorooctahydrocyclopenta[c]pyrrole-1-carboxamide C(#N)[C@@H](C[C@H]1C(NCCC1)=O)NC(=O)[C@H]1N(C[C@H]2[C@@H]1CC(C2)(F)F)C(=O)C=2NC1=C(C(=CC(=C1C2)F)C)F